2,4-dibromo-5-methoxyaniline BrC1=C(N)C=C(C(=C1)Br)OC